2-amino-2,2-dimethylethanol NC(CO)(C)C